ClC1=C(C(=CC=C1Cl)OCOCC[Si](C)(C)C)[C@H]1CC(N(C1)C=1C=NN(C1)S(=O)(=O)C)=S |r| rac-4-(2,3-dichloro-6-((2-(trimethylsilyl)ethoxy)methoxy)phenyl)-1-(1-(methylsulfonyl)-1H-pyrazol-4-yl)pyrrolidine-2-thione